ClC=1C=C(C=CC1)[C@@H]1[C@H](C1)C(=O)NC1=NC=NC(=C1)Cl |r| rac-(1S*,2S*)-2-(3-chlorophenyl)-N-(6-chloropyrimidin-4-yl)cyclopropane-1-carboxamide